diethyl oxalyl-dicarboxylate sodium salt [Na].C(C(=O)C(=O)OCC)(=O)C(=O)OCC